C(C)OC(COC=1C=CC(=C2C=CC=NC12)Cl)=O (5-chloro-8-quinolinoxy)-acetic acid ethyl ester